3-(3-((2-(5-((4,6-Difluoro-1H-indol-5-yl)oxy)-2-fluorophenyl)-4-(2-hydroxypropan-2-yl)-1H-imidazol-5-yl)methyl)-2-fluorophenyl)propanoic acid FC1=C2C=CNC2=CC(=C1OC=1C=CC(=C(C1)C=1NC(=C(N1)C(C)(C)O)CC=1C(=C(C=CC1)CCC(=O)O)F)F)F